2-[(5,7-dichloropyrazolo[4,3-d]pyrimidin-1-yl)methoxy]ethyl-trimethyl-silane ClC=1N=C(C2=C(N1)C=NN2COCC[Si](C)(C)C)Cl